C1(=CC=CC=C1)C1=C(C(=C(C=C1)O)CC)C1=CC=CC=C1 diphenyl-ethylphenol